ClC=1C(=C2C(=C(N=C(C2=CN1)N1C2CN(C(C1)CC2)C(=O)OC(C)(C)C)C)C)F tert-butyl 5-(6-chloro-5-fluoro-3,4-dimethyl-2,7-naphthyridin-1-yl)-2,5-diazabicyclo[2.2.2]octane-2-carboxylate